4-(phenylthio)phenyl-di-p-tolyl-sulfonium C1(=CC=CC=C1)SC1=CC=C(C=C1)[S+](C1=CC=C(C=C1)C)C1=CC=C(C=C1)C